C(C)(C)(C)OC(=O)N1CC=CC=C1.C1(CC1)C(=O)C1=CC(=C(COC2=CC=CC(=N2)C2CCNCC2)C=C1)F 4-(6-((4-(cyclopropanecarbonyl)-2-fluorobenzyl)oxy)pyridin-2-yl)piperidine tert-Butyl-pyridine-1-carboxylate